C1(CC1)CC=1N=C2N(N1)[C@@H](CC2)C2=C(C=CC=C2)F (5S)-2-(cyclopropylmethyl)-5-(2-fluorophenyl)-6,7-dihydro-5H-pyrrolo[1,2-b][1,2,4]triazole